2-bromo-4-methyl-1-(oxetan-2-ylmethyl)-1H-imidazole-5-carboxylic acid ethyl ester C(C)OC(=O)C1=C(N=C(N1CC1OCC1)Br)C